2-(2-chloropyridin-3-yl)-5-methoxybenzaldehyde ClC1=NC=CC=C1C1=C(C=O)C=C(C=C1)OC